7-cyclobutyl-2-(2-phenylquinolin-7-yl)-4,5,6,7-tetrahydropyrazolo[1,5-a]pyrimidine-3-carboxamide C1(CCC1)C1CCNC=2N1N=C(C2C(=O)N)C2=CC=C1C=CC(=NC1=C2)C2=CC=CC=C2